8-(3-fluorobicyclo[1.1.1]pentan-1-yl)octanal FC12CC(C1)(C2)CCCCCCCC=O